8-[[(3R,4R)-1-(4-chloro-2-fluorophenyl)-3,4-dihydroxypiperidin-4-yl]methoxy]-1H-quinoxalin-2-one ClC1=CC(=C(C=C1)N1C[C@H]([C@](CC1)(O)COC=1C=CC=C2N=CC(NC12)=O)O)F